{4-[(4-acetamido-3-hydroxyphenyl)amino]-6-{[(methoxycarbonyl)amino]amino}pyrimidin-2-yl}sulfan acetate C(C)(=O)O.C(C)(=O)NC1=C(C=C(C=C1)NC1=NC(=NC(=C1)NNC(=O)OC)S)O